6-chloro-N-(5-chloro-1-(difluoromethyl)-1H-pyrazol-4-yl)-7-(1H-pyrazol-1-yl)-1H-indole-3-sulfonamide ClC1=CC=C2C(=CNC2=C1N1N=CC=C1)S(=O)(=O)NC=1C=NN(C1Cl)C(F)F